CCC(CC)C1=NC(=NO1)C=1C=NC(=CC1)C#CC1=CC=NC=C1 5-(pentan-3-yl)-3-(6-(pyridin-4-ylethynyl)pyridin-3-yl)-1,2,4-oxadiazole